3-Dimethylaminopropyltriethoxysilane CN(CCC[Si](OCC)(OCC)OCC)C